COC=1C(=C(C(=CC1)C)N1C=C(C2=C1N=C(N=C2C#CC=2C=NC=NC2)C)C(=O)N)C 7-(3-methoxy-2,6-dimethylphenyl)-2-methyl-4-(pyrimidin-5-ylethynyl)-7H-pyrrolo[2,3-d]pyrimidine-5-carboxamide